C1=C(C=CC2=CC=CC=C12)N(C1=CC=CC=C1)C1=C(C(=C(C=C1)N(C1=CC=CC=C1)C1=CC=CC=C1)N(C1=CC2=CC=CC=C2C=C1)C1=CC=CC=C1)N(C1=CC2=CC=CC=C2C=C1)C1=CC=CC=C1 tris[N-(2-naphthyl)-N-phenylamino]-triphenylamine